C(C1=CC=CC=C1)OC=1C(=NC=NC1OCC1=CC=CC=C1)CN1C(N(C(C1)C1=CC=C(C=C1)C#CC1=CC=C(C=C1)CN1CCC(CC1)O)C(C)C)=O 1-((5,6-bis(benzyloxy)pyrimidin-4-yl)methyl)-4-(4-((4-((4-hydroxypiperidin-1-yl)methyl)phenyl)ethynyl)phenyl)-3-isopropylimidazolidin-2-one